NN1C(=C(C(C=C1)=O)OCC1=CC=CC=C1)C(=O)NCCC1=CC(=CC=C1)F 1-amino-3-(benzyloxy)-N-(3-fluorophenylethyl)-4-oxo-1,4-dihydropyridine-2-carboxamide